CN1CCC(=CC1)C=1C=C2C(=NC1)NC=C2C2=CC=C1C(CC3(CCNCC3)OC1=C2)=O 7-(5-(1-methyl-1,2,3,6-tetrahydropyridin-4-yl)-1H-pyrrolo[2,3-b]pyridin-3-yl)spiro[chromane-2,4'-piperidin]-4-one